1H-pyrrolo[2,3-b]Pyridine-5-ol N1C=CC=2C1=NC=C(C2)O